FC1=C(C=C(C=C1)C(C)(C)NC(OC1CN2CCC1CC2)=O)C=2C=NC=CC2 1-azabicyclo[2.2.2]oct-3-yl {2-[4-fluoro-3-(pyridin-3-yl)phenyl] propan-2-yl}carbamate